N-Methyl-Histamine-Fumaric Acid CN(CCC1=CNC=N1)\C(=C/C(=O)O)\C(=O)O